C(C1=CC=CC=C1)OC1=C(N2C(C3=CC(=CC=C13)B1OC(C(O1)(C)C)(C)C)=NC=N2)C(=O)OC methyl 6-(benzyloxy)-9-(4,4,5,5-tetramethyl-1,3,2-dioxaborolan-2-yl)-[1,2,4]triazolo[5,1-a]isoquinoline-5-carboxylate